[Cl-].C(C)(=O)OCC[N+](C)(C)C 2-(acetyloxy)-N,N,N-trimethylethanaminium chloride